3-(4-aminophenyl)-5-(tert-butyl)pyrazolo[1,5-a]pyrimidin-7(4H)-one NC1=CC=C(C=C1)C=1C=NN2C1NC(=CC2=O)C(C)(C)C